ClC=1C=C(C=CC1)CC(C)O 1-(3-chlorophenyl)-2-hydroxypropane